2-acrylamido-2-methylpropyl-sodium C(C=C)(=O)NC(C[Na])(C)C